C1(=CC=C([NH3+])C=C1)C1=CC=C(N)C=C1 Benzidinium